6',7'-difluoro-2',3'-dihydro-4'H-spiro[cyclopropan-1,1'-naphthalen]-4'-one FC=1C=C2C(CCC3(C2=CC1F)CC3)=O